C(C)(C)(C)OC(=O)N1CCC(CC1)C#CC=1C(=NC=CC1)N 4-((2-Aminopyridin-3-yl)ethynyl)piperidine-1-carboxylic acid tert-butyl ester